5-{[(1R,5S,6r)-6-(Methoxycarbonyl)-3-azabicyclo[3.1.0]hexan-3-yl]methyl}pyridine-2-carboxylic acid dihydrochloride Cl.Cl.COC(=O)C1[C@H]2CN(C[C@@H]12)CC=1C=CC(=NC1)C(=O)O